C1(=C(C(=C(C(=C1[2H])[2H])[2H])[2H])[2H])[C@H](C)O (S)-1-(phenyl-d5)ethan-1-ol